(1r,2r,3r,4r,5r,6r)-cyclohexane-1,2,3,4,5,6-hexaol C1(C(C(C(C(C1O)O)O)O)O)O